CN1N=CC(=C1C)C=1C=C(C=CC1OC)[C@@H](C)NC(C1=C(C=CC(=C1)N1CCN(CC1)C)C)=O N-[(1R)-1-[3-(1,5-Dimethylpyrazol-4-yl)-4-methoxy-phenyl]ethyl]-2-methyl-5-(4-methylpiperazin-1-yl)benzamide